(5-iodo-2-chlorophenyl)(4-fluorophenyl)methanone IC=1C=CC(=C(C1)C(=O)C1=CC=C(C=C1)F)Cl